2-cyanoethyl-N,N-diisopropylphosphoroamidite C(#N)CCOP([O-])N(C(C)C)C(C)C